5-((2r,6s)-4-((2-(4,5-dimethyl-1H-imidazol-1-yl)pyrimidin-5-yl)methyl)-6-methylpiperazin-2-yl)-4-methylisobenzofuran-1(3H)-one CC=1N=CN(C1C)C1=NC=C(C=N1)CN1C[C@H](N[C@H](C1)C)C=1C(=C2COC(C2=CC1)=O)C